2-(4-(2-butyl-1-oxo-1,2-dihydro-2,7-naphthyridin-4-yl)-2,5-dimethoxyphenyl)acetaldehyde C(CCC)N1C(C2=CN=CC=C2C(=C1)C1=CC(=C(C=C1OC)CC=O)OC)=O